C1(CCCC1)[C@H]1CC[C@H](N1C(=O)C1=CC=C(C=C1)C1=C(C=CC=C1)OC)C(=O)O (2S,5R)-5-cyclopentyl-1-(2'-methoxy-[1,1'-biphenyl]-4-carbonyl)pyrrolidine-2-carboxylic acid